C(C1=CC=CC=C1)OC1=NC(=CC=C1C1=CN(C2=C(C=CC=C12)C=1CCN(CC1)C(=O)OC(C)(C)C)C)OCC1=CC=CC=C1 tert-butyl 4-(3-(2,6-bis(benzyloxy)pyridin-3-yl)-1-methyl-1H-indol-7-yl)-3,6-dihydropyridine-1(2H)-carboxylate